CN(CCN(CCN(C)C)C)C N,N,N',N'',N''-pentamethyldiethylene-triamine